1-[2-[2-(8-Chloro-6-fluoro-4-oxochromen-2-yl)phenoxy]ethyl]pyrrolidin ClC=1C=C(C=C2C(C=C(OC12)C1=C(OCCN2CCCC2)C=CC=C1)=O)F